O1C(=CC=C1)P(C=1OC=CC1)C=1OC=CC1 tris-2-furyl-phosphine